zinc-silicon-boron-barium lead [Pb].[Ba].[B].[Si].[Zn]